1-ethyl-3-methylimidazole nitrate salt [N+](=O)(O)[O-].C(C)N1CN(C=C1)C